C(C1=CC=CC=C1)C1(CCN2C1=NC=1C(=CC(=CC1C2=O)C)Br)C 3-benzyl-5-bromo-3,7-dimethyl-2,3-dihydropyrrolo[2,1-b]quinazolin-9(1H)-one